OC1CN(CC1)C(=O)C1=NC=C(N=C1)N1CCN(CC1)C(=O)C1=C(N=C2N1N=CC=C2)C2=CC=CC=C2 (3-hydroxypyrrolidin-1-yl)(5-(4-(2-phenylimidazo[1,2-b]pyridazine-3-carbonyl)piperazin-1-yl)pyrazin-2-yl)methanone